Chromene-2,4(3H)-dione O1C(CC(C2=CC=CC=C12)=O)=O